5-methoxybenzo[d]thiazole-6-carboxylic acid COC=1C(=CC2=C(N=CS2)C1)C(=O)O